(R)-3-methyl-6-heptadecenal C[C@@H](CC=O)CCC=CCCCCCCCCCC